IC=1C=CC(=C(C1)N1C(N(C(CC1)=O)CNC(CCC(=O)O)=O)=O)OC 4-(((3-(5-iodo-2-methoxyphenyl)-2,6-dioxotetrahydropyrimidine-1(2H)-yl)methyl)amino)-4-oxobutanoic acid